tert-butyl (R,S)-(1-(4-amino-2-((methylsulfonyl)methyl)phenyl)ethyl)carbamate NC1=CC(=C(C=C1)[C@@H](C)NC(OC(C)(C)C)=O)CS(=O)(=O)C